chlorine prostanol C(CCCCCC[C@H]1CCC[C@@H]1CCCCCCCC)O.[Cl]